COCCN(CC[C@@H](C(=O)O)NC1=NC(=NC2=CC=CC=C12)C)CCCCC1=NC=2NCCCC2C=C1C=C (S)-4-((2-methoxyethyl)(4-(3-vinyl-5,6,7,8-tetrahydro-1,8-naphthyridin-2-yl)butyl)amino)-2-((2-methylquinazolin-4-yl)amino)butanoic acid